7-bromo-2,6-dimethyl-5,6-dihydro-4H-benzo[b][1,2,4]triazolo[1,5-d][1,4]diazepine BrC1=CC=CC2=C1N(CCC=1N2N=C(N1)C)C